COC1CCN(CC1)C1(CCC(CC1)=O)C 4-(4-methoxy-1-piperidyl)-4-methyl-cyclohexanone